N1N=NN=C1/C=C/CN1C(N(C2=NC(=NC=C12)N)[C@@H]1O[C@@H](C[C@H]1O)CO)=O 7-((E)-3-(1H-tetrazol-5-yl)-allyl)-2-amino-9-((2R,3R,5S)-3-hydroxy-5-(hydroxymethyl)tetrahydrofuran-2-yl)-7,9-dihydro-8H-purin-8-on